O[C@H](C(=O)OC)CC1=CNC2=CC=CC=C12 methyl (S)-2-hydroxy-3-(1H-indol-3-yl)propanoate